2-chloro-N,N-dimethylethanamine CN(C)CCCl